C1(CCCCC1)CNCC1(CN(C1)C(=O)C1=C(C(=C(C=C1)F)F)NC1=C(C=C(C=C1)I)F)O 3-{[(cyclohexylmethyl)amino]Methyl}-1-({3,4-difluoro-2-[(2-fluoro-4-iodophenyl)amino]Phenyl}carbonyl)azetidin-3-ol